5-(4-(Difluoromethoxy)phenyl)-1-methyl-7-(trifluoromethyl)-1H-imidazo[4,5-c][1,8]Naphthyridin-4(5H)-one FC(OC1=CC=C(C=C1)N1C(C2=C(C=3C=CC(=NC13)C(F)(F)F)N(C=N2)C)=O)F